BrC1=C(C=C(C(=C1[N+](=O)[O-])OC)Cl)[N+](=O)[O-] 2-bromo-5-chloro-4-methoxy-1,3-dinitrobenzene